C(CC)C1=NC2=CC=CC=C2C=C1CCC 2,3-di-n-propylquinoline